(S)-N-(2,5-dichlorobenzoyl)-3-(4-trifluoromethylphenyl)alanine ClC1=C(C(=O)N[C@@H](CC2=CC=C(C=C2)C(F)(F)F)C(=O)O)C=C(C=C1)Cl